C(C=C)[Si](C(C1=CC=CC=C1)=O)(C(C1=CC=CC=C1)=O)CC=C diallyl-dibenzoyl-silane